FC=1C=2N(C=C(C1)C1=CC=3N=CN(C(C3S1)=O)[C@H]1C[C@@H](NCC1)C)C=C(N2)C 6-{8-fluoro-2-methylimidazo[1,2-a]pyridin-6-yl}-3-[(trans)-2-methylpiperidin-4-yl]thieno[3,2-d]pyrimidin-4-one